(5-(4,6-difluoro-3-(methylamino)-2,3-dihydro-1H-inden-5-yl)-1H-pyrazolo[3,4-c]pyridin-3-yl)-N-methylbenzamide FC1=C2C(CCC2=CC(=C1C=1C=C2C(=CN1)NN=C2C2=C(C(=O)NC)C=CC=C2)F)NC